C(CCCCCCCCC)(=O)OC(I)C1CCCC1 cyclopentyliodomethyl decanoate